N-(2-(3-chloro-1-(((R)-1-methylazetidin-2-yl)methyl)-1H-pyrazol-4-yl)pyrimidin-4-yl)-5-isopropyl-8-((2R,3s)-2-methyl-3-((methanesulfonyl)methyl)azetidin-1-yl)isoquinolin-3-amine ClC1=NN(C=C1C1=NC=CC(=N1)NC=1N=CC2=C(C=CC(=C2C1)C(C)C)N1[C@@H]([C@H](C1)CS(=O)(=O)C)C)C[C@@H]1N(CC1)C